C1(=CC=CC=C1)C(C1=CC=CC=C1)=NC1=CC2=C(C(N(N=C2C(C)C)CC(=O)OCC)=O)S1 Ethyl 2-{2-[(diphenylmethylidene)amino]-7-oxo-4-(propan-2-yl)-6H,7H-thieno[2,3-d]pyridazin-6-yl}acetate